(1-(4-nitrophenyl)-1H-imidazol-2-yl)methanol [N+](=O)([O-])C1=CC=C(C=C1)N1C(=NC=C1)CO